4-nitrobenzyl ((1r,4r)-4-formylcyclohexyl)carbamate C(=O)C1CCC(CC1)NC(OCC1=CC=C(C=C1)[N+](=O)[O-])=O